N(=N[N+]#[C-])[N+]#[C-] azodiisoNitrile